C12(CC(C1)C2)NC(=O)C=2C(N(C1=NC=C(C=C1C2)Br)CC2=CC=C(C=C2)F)=O N-(bicyclo[1.1.1]pentan-1-yl)-6-bromo-1-(4-fluorobenzyl)-2-oxo-1,2-dihydro-1,8-naphthyridine-3-carboxamide